4,6-diaminopyridineamide NC1=CC(=NC(=C1)N)C(=O)N